N-(4-cyanonaphthalen-1-yl)-2-(4-((1-(2-(2,6-dioxopiperidin-3-yl)-1,3-dioxoisoindolin-5-yl)azetidin-3-yl)ethynyl)-1H-pyrazol-1-yl)-2-methylpropanamide C(#N)C1=CC=C(C2=CC=CC=C12)NC(C(C)(C)N1N=CC(=C1)C#CC1CN(C1)C=1C=C2C(N(C(C2=CC1)=O)C1C(NC(CC1)=O)=O)=O)=O